NC1=CC=C(C=N1)C1=NN(C2=CC=C(C=C12)C(=O)NC1CCN(CC1)C(=O)OC(C)(C)C)C tert-Butyl 4-(3-(6-aminopyridin-3-yl)-1-methyl-1H-indazole-5-carboxamido)piperidine-1-carboxylate